tert-butyl (S)-2-((tert-butoxycarbonyl)amino)-6-fluorohexanoate C(C)(C)(C)OC(=O)N[C@H](C(=O)OC(C)(C)C)CCCCF